4-fluoro-1-[2-(4-methyl-1H-pyrazol-1-yl)propionyl]-N-{phenyl-[4-(propan-2-yl)phenyl]methyl}pyrrolidine-2-carboxamide FC1CC(N(C1)C(C(C)N1N=CC(=C1)C)=O)C(=O)NC(C1=CC=C(C=C1)C(C)C)C1=CC=CC=C1